N1,N3,N5-tris(3-(didodecylamino)propyl)adamantane-1,3,5-tricarboxamide C(CCCCCCCCCCC)N(CCCNC(=O)C12CC3(CC(CC(C1)C3)(C2)C(=O)NCCCN(CCCCCCCCCCCC)CCCCCCCCCCCC)C(=O)NCCCN(CCCCCCCCCCCC)CCCCCCCCCCCC)CCCCCCCCCCCC